ClC1=CC=2C(=NC(C3=NC(CN3C2C=C1)C(=O)OC)C)C1=C(C=CC=C1)F methyl 12-chloro-9-(2-fluorophenyl)-7-methyl-2,5,8-triazatricyclo[8.4.0.02,6]tetradeca-1(10),5,8,11,13-pentaene-4-carboxylate